Pyrazolo[1,5-a]pyridine-5-ol N1=CC=C2N1C=CC(=C2)O